(butylamino)-2,3,5,6-tetrafluorobenzamide C(CCC)NC1=C(C(=C(C(=O)N)C(=C1F)F)F)F